C(C)(C)(C)OC(NC1=C2C(N(C=NC2=CC=C1)CC1=C(C=CC=C1)OC)=O)=O (3-(2-methoxybenzyl)-4-oxo-3,4-dihydro-quinazolin-5-yl)carbamic acid tert-butyl ester